C1(=CC=CC=C1)C=CCC(C(=O)O)=CC1=CC=CC=C1.C(C=CC1=CC=CC=C1)(=O)OCC=CC1=CC=CC=C1 Cinnamyl Cinnamate (3-phenylprop-2-enyl 3-phenylprop-2-enoate)